N1C=C(C2=CC=CC=C12)C1=NC2=CC=C3C(=C2C=2CCCCC12)C=NN3 7-(1H-indol-3-yl)-8,9,10,11-tetrahydro-3H-pyrazolo[4,3-a]phenanthridine